3-methyl-N-[(1S)-1-[3-[2-(trifluoromethyl)-4-pyridyl]-1,2,4-oxadiazol-5-yl]ethyl]cyclobutanecarboxamide CC1CC(C1)C(=O)N[C@@H](C)C1=NC(=NO1)C1=CC(=NC=C1)C(F)(F)F